O[C@H]1CN(CCC1)C(=O)OC(C)(C)C Tert-butyl (R)-3-hydroxypiperidine-1-carboxylate